O1COC2=C1C=CC(=C2)CC(C=2N=NNC2)N(C(OC(C)(C)C)=O)C tert-Butyl (2-(benzo[d][1,3]dioxol-5-yl)-1-(1H-1,2,3-triazol-4-yl)ethyl)(methyl)carbamate